ClC1=C(C=CC=C1)C1=C(C(=CC=C1)NC(=O)[C@H]1N(C[C@@H](C1)F)C(CN1N=C(C2=C1C=C(S2)C=2C=NC(=NC2)C)C(=O)N)=O)F 1-(2-((2S,4R)-2-((2'-chloro-2-fluoro-[1,1'-biphenyl]-3-yl)carbamoyl)-4-fluoropyrrolidin-1-yl)-2-oxoethyl)-5-(2-methylpyrimidin-5-yl)-1H-thieno[3,2-c]pyrazole-3-carboxamide